C1(CC1)CN1C=NC=2C1=NC=C(C2)C(=O)OC methyl 3-(cyclopropylmethyl)-3H-imidazo[4,5-b]pyridine-6-carboxylate